C(=O)(O)C=1NC2=C(N1)C=CC=C2 CARBOXYBENZIMIDAZOLE